C(C)OC1=NC=2CCN(CC2C=C1NC1=NC2=C(C=CC=C2C=N1)C=1C=CC(N(C1)C)=O)C 5-(2-((2-Ethoxy-6-methyl-5,6,7,8-tetrahydro-1,6-naphthyridin-3-yl)amino)quinazolin-8-yl)-1-Methylpyridin-2(1H)-one